ClC(C(=O)O)(C(F)(F)F)Cl 2,2-dichloro-3,3,3-trifluoropropionic acid